C(CCCC)C(CO)CCCCCCC 2-amyl-nonane-1-ol